BrP(C1=CC=CC=C1)(C1=CC=CC=C1)(C1=CC=CC=C1)CC1=C(C=C(C=C1)F)Br bromo(2-bromo-4-fluorobenzyl)triphenyl-λ5-phosphane